N-{(2-(2,6-dioxo(3-piperidyl))-1,3-dioxoisoindolin-4-yl)methyl}-3-pyridylcarboxamide O=C1NC(CCC1N1C(C2=CC=CC(=C2C1=O)CNC(=O)C=1C=NC=CC1)=O)=O